4-(4,4-difluorocyclohexyl)-N-((7-(5-(difluoromethyl)-1,3,4-oxadiazol-2-yl)imidazo[1,2-a]pyridin-2-yl)methyl)-N-(3-fluorophenyl)piperazine-1-sulfonamide FC1(CCC(CC1)N1CCN(CC1)S(=O)(=O)N(C1=CC(=CC=C1)F)CC=1N=C2N(C=CC(=C2)C=2OC(=NN2)C(F)F)C1)F